C1(CC1)C(OCC(=O)N1CC2CCC(C1)N2C2=NC=C(C#N)C=C2)C2=CC(=C(C=C2)F)F Racemic-6-(3-(2-(cyclopropyl(3,4-difluorophenyl)methoxy)acetyl)-3,8-diazabicyclo[3.2.1]octan-8-yl)nicotinonitrile